Dimethyl 2-(2,2-dimethyl-5-nitro-3H-benzofuran-6-yl)propanedioate CC1(OC2=C(C1)C=C(C(=C2)C(C(=O)OC)C(=O)OC)[N+](=O)[O-])C